IC1=CN(C=2N=CN=C(C21)C=2C[C@@H](CCC2)NC(OC(C)(C)C)=O)S(=O)(=O)C2=CC=C(C)C=C2 (R)-tert-Butyl (3-(5-iodo-7-tosyl-7H-pyrrolo[2,3-d]pyrimidin-4-yl)cyclohex-3-en-1-yl)carbamate